COC=1N=C2C(=CC=NC2=CC1OC)OC1=C(C=C(C=C1)NC(=O)C1=CN(C=C(C1=O)C1=CC=C(C=C1)F)C(C)C)F N-[4-[(6,7-Dimethoxy-1,5-naphthyridin-4-yl)oxy]-3-fluorophenyl]-5-(4-fluorophenyl)-4-oxo-1-propan-2-ylpyridine-3-carboxamide